(S)-amino alcohol NO